N(=[N+]=[N-])CC(=O)N[C@@H](CCCCN)C(=O)O E-N-azidoacetyl-L-lysine